ClC1=C(C=CC(=C1)Cl)C=1CCCC2=C(C1C1=CC=C(C=C1)O[C@@H]1CN(CC1)CCCF)C=CC(=C2)C2=C(C=CC=C2)O (S)-2-(8-(2,4-dichlorophenyl)-9-(4-((1-(3-fluoropropyl)pyrrolidin-3-yl)oxy)phenyl)-6,7-dihydro-5H-benzo[7]annulen-3-yl)phenol